FC1=CC=C(COC=2C=C(CN(C(OC(C)(C)C)=O)CCOCCOCCOCCOCCOCCO)C=CC2)C=C1 tert-butyl (3-((4-fluorobenzyl)oxy)benzyl)(17-hydroxy-3,6,9,12,15-pentaoxaheptadecyl)carbamate